ClC=1C=NC(=C(C(=O)N(C)CC2=CC(=CC(=C2)F)Cl)C1)OC(F)F 5-chloro-N-(3-chloro-5-fluorobenzyl)-2-(difluoromethoxy)-N-methylnicotinamide